[Si](C)(C)(C(C)(C)C)OC=1C=C2C=NNC2=CC1 5-((tert-butyldimethylsilyl)oxy)-1H-indazol